CN1CCN(CC1)C=1C=C(C(=O)NC=2N=CC3=CC=C(C=C3C2)C=2SC=C(N2)C)C=CN1 2-(4-Methylpiperazin-1-yl)-N-(6-(4-methylthiazol-2-yl)isoquinolin-3-yl)Isonicotinamide